4-(2-bromo-5-fluorophenoxy)-3-methyl-1H-pyrazole BrC1=C(OC=2C(=NNC2)C)C=C(C=C1)F